N[C@@H](CCC(=O)O)C(=O)O.FC=1C=C(C=CC1)C1=NN2C(=NC=3C=CC=CC3C2=N1)NC=1C(N=CC=CC1)=O |r| (3S)-3-{[2-(3-fluorophenyl)[1,2,4]triazolo[1,5-c]quinazolin-5-yl]amino}azepin-2-one racemic-glutamate